FC=1C=C(O[C@@H]2CCN3N=C(N=C32)NC3[C@H]2CN(C[C@@H]3CC2)C2=NC=NC(=C2)C)C=C(C1)F (R)-7-(3,5-difluorophenoxy)-N-((1R,5S,8s)-3-(6-methylpyrimidin-4-yl)-3-azabicyclo[3.2.1]oct-8-yl)-6,7-dihydro-5H-pyrrolo[1,2-b][1,2,4]triazol-2-amine